(R)-N-((S)-2,6-dioxopiperidin-3-yl)-1,2,3,4,4a,5-hexahydropyrazino[1,2-d]pyrido[2,3-b][1,4]oxazine-8-carboxamide hydrochloride Cl.O=C1NC(CC[C@@H]1NC(=O)C=1C=CC2=C(OC[C@@H]3N2CCNC3)N1)=O